CNC1CC2C(CNC2)=C1 5-(methylamino)hexahydrocyclopenta[c]pyrrole